ClC1=CC=CC(=N1)OCCC1=CC(=NC=C1)C#CC1=CN=C(C2=CN=C(C=C12)N)NC 4-((4-(2-((6-chloropyridin-2-yl)oxy)ethyl)pyridin-2-yl)ethynyl)-N1-methyl-2,7-naphthyridine-1,6-diamine